5-(1-(adamantan-1-ylmethyl)-5-methyl-1H-pyrazol-4-yl)-4-chloro-1H-pyrrolo[2,3-b]pyridine C12(CC3CC(CC(C1)C3)C2)CN2N=CC(=C2C)C=2C(=C3C(=NC2)NC=C3)Cl